ClC1=C(C=CC=C1)[C@H]1CC[C@H](N1C(C1=CC=C(C=C1)N1N=C(CC1=O)C1=CC=CC=C1)=O)C(=O)O (2s,5r)-5-(2-chlorophenyl)-1-(4-(5-oxo-3-phenyl-4,5-dihydro-1H-pyrazol-1-yl)benzoyl)pyrrolidine-2-carboxylic acid